NC1=C2NC(N(C2=NC(=N1)S(=O)(=N)CC)CC1=CC=C(C=C1)F)=O 6-amino-2-(ethylsulphonimidoyl)-9-[(4-fluorophenyl)methyl]-7H-purin-8-one